6-(6-(4-(2,2-dimethylpropyl-1,1-d2)-5-(methyl-d3)pyridin-2-yl)dibenzo[b,d]furan-3-yl)picolinonitrile CC(C([2H])([2H])C1=CC(=NC=C1C([2H])([2H])[2H])C1=CC=CC=2C3=C(OC21)C=C(C=C3)C3=CC=CC(=N3)C#N)(C)C